COC1=CC=C(CN(S(=O)(=O)CCC=C)CC2=CC=C(C=C2)OC)C=C1 N,N-BIS(4-METHOXYBENZYL)BUT-3-ENE-1-SULFONAMIDE